ClC1=C(C=C(C=C1)C1=NC=C(C(=N1)N1CC(CC1)CNC(OC(C)(C)C)=O)CNCCO)C(F)(F)F tert-butyl N-[[1-[2-[4-chloro-3-(trifluoromethyl)phenyl]-5-[(2-hydroxyethylamino) methyl]pyrimidin-4-yl]pyrrolidin-3-yl]methyl]carbamate